C(#N)C=1C=CC(=NC1)N1CCN(CC1)C(=O)N1CC(CC1)OC[C@H]1N(CCC1)C(=O)OC(C)(C)C tert-butyl (2S)-2-[([1-[4-(5-cyanopyridin-2-yl)piperazine-1-carbonyl]pyrrolidin-3-yl]oxy)methyl]pyrrolidine-1-carboxylate